2-(Azetidin-1-yl)-N-((1,2,3,5,6,7-hexahydro-s-indacen-4-yl)carbamoyl)propane-1-sulfonamide, Potassium Salt [K].N1(CCC1)C(CS(=O)(=O)NC(NC1=C2CCCC2=CC=2CCCC12)=O)C